(2S,3R,4R,5S)-N-(3-carbamoylphenyl)-3-(3,4-difluoro-2-isopropoxyphenyl)-4,5-dimethyl-5-(trifluoromethyl)tetrahydrofuran-2-carboxamide C(N)(=O)C=1C=C(C=CC1)NC(=O)[C@H]1O[C@@]([C@@H]([C@@H]1C1=C(C(=C(C=C1)F)F)OC(C)C)C)(C(F)(F)F)C